Ethyl 6-methyl-2,5-dioxo-3,4-dihydro-1H-1-benzazepine-4-carboxylate CC1=CC=CC2=C1C(C(CC(N2)=O)C(=O)OCC)=O